C(C1=CC=CC=C1)OC1=C(C=C(C(=O)N2[C@H](C[C@H](C2)F)C(=O)N2[C@H](CCC2)C#N)C=C1F)F (R)-1-((2R,4R)-1-(4-(benzyloxy)-3,5-difluorobenzoyl)-4-fluoropyrrolidine-2-carbonyl)pyrrolidine-2-carbonitrile